3-(Methanesulfonyloxy)azetidine-1-carboxylic acid tert-butyl ester C(C)(C)(C)OC(=O)N1CC(C1)OS(=O)(=O)C